2-[2-(1,3-benzoxazol-2-ylmethyl-carbamoyl)indan-2-yl]acetic acid O1C(=NC2=C1C=CC=C2)CNC(=O)C2(CC1=CC=CC=C1C2)CC(=O)O